CS(=O)(=O)C=1OC(=NN1)C=1N=C(SC1)C1=C(C=CC=C1)C 2-(methylsulfonyl)-5-(2-(o-tolyl)thiazol-4-yl)-1,3,4-oxadiazole